C(C)OC(=O)C=1C(N(N2C1CCCC2)C2=CC=CC=C2)=O 2-oxo-1-phenyl-1,2,4,5,6,7-hexahydropyrazolo[1,5-a]pyridine-3-carboxylic acid ethyl ester